2-(2',5'-Difluoro-[1,1'-biphenyl]-4-yl)-N-methyl-N-(4-(methyl-d3)-5-(methylthio)thiazol-2-yl)acetamide FC1=C(C=C(C=C1)F)C1=CC=C(C=C1)CC(=O)N(C=1SC(=C(N1)C([2H])([2H])[2H])SC)C